C1(CC1)C1=CC=C(C2=CC=CC=C12)N1C(=NC2=NC=CC=C21)SC(C(=O)O)C 2-((1-(4-cyclopropylnaphthalen-1-yl)-1H-imidazo[4,5-b]pyridin-2-yl)thio)propanoic acid